5-(6-(hydroxymethyl)-3-((2,3,3-trimethylbutan-2-yl)amino)imidazo[1,2-a]pyridin-2-yl)-2-isobutoxybenzonitrile OCC=1C=CC=2N(C1)C(=C(N2)C=2C=CC(=C(C#N)C2)OCC(C)C)NC(C)(C(C)(C)C)C